3-phenyl-2-(3-trifluoromethyl-benzyl)oxirane-2-carboxylic acid C1(=CC=CC=C1)C1C(O1)(C(=O)O)CC1=CC(=CC=C1)C(F)(F)F